BrC1=C(OC(C(=O)O)(C)C2=C(C=C(C=C2)C#N)F)C=CC=C1 2-(2-bromophenoxy)-2-(4-cyano-2-fluorophenyl)propionic acid